2-{trans-3-[5-(2-aminopropan-2-yl)-3-fluoropyridin-2-yl]cyclobutyl}-7-methoxy[1,2,4]triazolo[1,5-c]quinazolin-5-amine NC(C)(C)C=1C=C(C(=NC1)[C@@H]1C[C@H](C1)C1=NN2C(=NC=3C(=CC=CC3C2=N1)OC)N)F